7-cyclopentyl-2-((5-(3-(1-(4-(2,6-dioxopiperidin-3-yl)phenyl)-piperidin-4-yl)-propoxy)pyridin-2-yl)amino)-N,N-dimethyl-7H-pyrrolo[2,3-d]pyrimidine-6-carboxamide C1(CCCC1)N1C(=CC2=C1N=C(N=C2)NC2=NC=C(C=C2)OCCCC2CCN(CC2)C2=CC=C(C=C2)C2C(NC(CC2)=O)=O)C(=O)N(C)C